CC=1S(C=CC1)O 2-Methyl-1-thiophenol